CC1=C(C=C(C=C1)[C@H]2[C@@H]([C@H]([C@@H]([C@H](O2)CO)O)O)O)CC3=CC=C(S3)C4=CC=C(C=C4)F.CC1=C(C=C(C=C1)[C@H]2[C@@H]([C@H]([C@@H]([C@H](O2)CO)O)O)O)CC3=CC=C(S3)C4=CC=C(C=C4)F.O The molecule is a hydrate that is the hemihydrate form of canagliflozin. Used for treatment of type II diabetes via inhibition of sodium-glucose transport protein subtype 2. It has a role as a hypoglycemic agent and a sodium-glucose transport protein subtype 2 inhibitor. It contains a canagliflozin.